N1=C(C=NC=C1)C1CCC2=NN(C(N21)=O)C2CC(C2)C2=CC=C(C=C2)C 5-(pyrazin-2-yl)-2-((1R,3R)-3-(p-tolyl)cyclobutyl)-2,5,6,7-tetrahydro-3H-pyrrolo[2,1-c][1,2,4]triazol-3-one